1-(2,2-dimethoxyethylamino)cyclopropanecarboxamide COC(CNC1(CC1)C(=O)N)OC